3-((3-(4-(2-(tert-butyl)phenoxy)-3-(trifluoromethyl)phenyl)-1,2,4-oxadiazol-5-yl)methyl)-8-cyclobutyl-1-(2-(tetrahydro-2H-pyran-4-yl)ethyl)-1,3,8-triazaspiro[4.5]decane-2,4-dione C(C)(C)(C)C1=C(OC2=C(C=C(C=C2)C2=NOC(=N2)CN2C(N(C3(C2=O)CCN(CC3)C3CCC3)CCC3CCOCC3)=O)C(F)(F)F)C=CC=C1